[Si](C)(C)(C(C)(C)C)O[C@H]1[C@@H](OC(=C1)COC(C(C)C)=O)N1C(=O)N=C(N)C=C1 2'-O-(tert-Butyldimethylsilyl)-3'-deoxy-3',4'-didehydro-5'-O-isobutyroyl-cytidine